CC1=C(NC(=C1)C)C(=O)OC Methyl 3,5-dimethyl-1H-pyrrole-2-carboxylate